3-(OXAN-4-YLOXY)PROPANAL O1CCC(CC1)OCCC=O